3-chloro-4-[(3,5-difluoropyridin-2-yl)methoxy]-5'-ethyl-2'-[2-(2-hydroxypropan-2-yl)pyrimidin-4-yl]-6-methyl-[1,4'-bipyridin]-2-one ClC=1C(N(C(=CC1OCC1=NC=C(C=C1F)F)C)C1=CC(=NC=C1CC)C1=NC(=NC=C1)C(C)(C)O)=O